1-(5-fluoropentyl)-1,2-dihydro-2-oxo-3H-indol FCCCCCN1C(CC2=CC=CC=C12)=O